2,5-dioxopyrrolidin-1-yl 2-(4-ethynylphenyl)acetate C(#C)C1=CC=C(C=C1)CC(=O)ON1C(CCC1=O)=O